BrC=1C(=C(OC2CCC(CC2)CC[C@H](C(F)(F)F)N2C=CN(C=C2)C(=O)OC(C)(C)C)C=CC1)C tert-butyl 4-((R)-4-((1r,4S)-4-(3-bromo-2-methylphenoxy)cyclohexyl)-1,1,1-trifluorobutan-2-yl)pyrazine-1(4H)-carboxylate